FC1(OC2=C(O1)C=CC(=C2)NC2=NC=C(C(=N2)N2C=C(C=C2)C(=O)NC(CO)C2=CC=CC=C2)C)F 1-(2-((2,2-difluorobenzo[d][1,3]dioxol-5-yl)amino)-5-methylpyrimidin-4-yl)-N-(2-hydroxy-1-phenylethyl)-1H-pyrrole-3-carboxamide